6-[7-(4-fluoro-2-isopropoxy-phenyl)-6-(4,5,6,7-tetrahydropyrazolo[1,5-a]pyrazin-2-yl)thieno[3,2-c]pyridin-4-yl]-3,4-dihydro-2H-isoquinolin-1-one FC1=CC(=C(C=C1)C=1C2=C(C(=NC1C1=NN3C(CNCC3)=C1)C=1C=C3CCNC(C3=CC1)=O)C=CS2)OC(C)C